Benzyl ((4aR,10aR)-7-((bis(benzyloxy)phosphoryl) oxy)-1-propyl-1,2,3,4,4a,5,10,10a-octahydrobenzo[g]quinolin-6-yl) hydrogen phosphate P(=O)(OCC1=CC=CC=C1)(OC1=C(C=CC2=C1C[C@H]1CCCN([C@@H]1C2)CCC)OP(=O)(OCC2=CC=CC=C2)OCC2=CC=CC=C2)O